BrC=1C(=C2N(CCN(C2=O)CC2=CC=C(C=C2)OC)C1CCl)I 7-bromo-6-(chloromethyl)-8-iodo-2-[(4-methoxyphenyl)methyl]-3,4-dihydropyrrolo[1,2-a]pyrazin-1-one